CN1C(C(CC2=CC=CC(=C12)OC1=CC(=CC=C1)C(F)(F)F)NC(=O)N)=O (1-methyl-2-oxo-8-(3-(trifluoromethyl)phenoxy)-1,2,3,4-tetrahydroquinolin-3-yl)urea